norborneneacrylic acid C12(C=CC(CC1)C2)C=CC(=O)O